NC=1NC(C=CN1)=O 2-amino-1H-pyrimidin-6-one